FC1=C(C(=CC(=C1)F)F)N1N=NC=C1 1-(2,4,6-trifluoro-phenyl)-1H-[1,2,3]triazole